N-(3'-(3-(4-Benzoylpiperazin-1-yl)isoxazol-5-yl)-2'-hydroxy-[1,1'-biphenyl]-4-yl)acetamide C(C1=CC=CC=C1)(=O)N1CCN(CC1)C1=NOC(=C1)C=1C(=C(C=CC1)C1=CC=C(C=C1)NC(C)=O)O